(R)-3-[6-chloro-2-(1-cyclopropyl-1H-pyrazole-4-carbonyl)-1,2,3,4-tetrahydroisoquinolin-8-yl]morpholine-4-carboxylic acid tert-butyl ester C(C)(C)(C)OC(=O)N1[C@@H](COCC1)C=1C=C(C=C2CCN(CC12)C(=O)C=1C=NN(C1)C1CC1)Cl